C(C)OC(C1=C(N=C(C(=C1)C)C#N)NC1=C(C=C(C=C1)I)F)=O 6-cyano-2-((2-fluoro-4-iodophenyl)amino)-5-methylnicotinic acid ethyl ester